CC[C@](C(=O)O)(C1CCCCC1)OC1=CC=C(C=C1)Cl |r| (±)-Methyl-2-(4-Chlorophenoxy)-2-cyclohexylpropanoic acid